ClC=1C(=CC(=C(C(=O)O)C1)OC(F)F)F 5-chloro-2-(difluoromethoxy)-4-fluorobenzoic acid